O6-[2-[(2-cyclobutylacetyl)oxymethyl]-2-[[6-[(Z)-non-3-enoxy]-6-oxo-hexanoyl] oxymethyl]-3-[4-(2-pyrrolidin-1-ylethylcarbamoyloxy) decanoyloxy]propyl] O1-[(Z)-non-3-enyl] hexanedioate C(CCCCC(=O)OCC(COC(CCC(CCCCCC)OC(NCCN1CCCC1)=O)=O)(COC(CCCCC(=O)OCC\C=C/CCCCC)=O)COC(CC1CCC1)=O)(=O)OCC\C=C/CCCCC